O1C(=CC=C1)C=1N(C2=NC(=NC(=C2N1)NCC1=CC(=CC=C1)I)C#CCCCC)[C@@H]1SC[C@H]([C@H]1O)O (2R,3R,4S)-2-(8-(furan-2-yl)-2-(hex-1-yn-1-yl)-6-((3-iodobenzyl)amino)-9H-purin-9-yl)tetrahydrothiophene-3,4-diol